C(#C)C=1C(=CC=C2C=C(C=C(C12)C1=C(C=2N=C(N=C(C2C=N1)N1C[C@H](C(CCC1)(C)C)NC(C=C)=O)OCC12CCCN2CCC1)F)O)F (S)-N-(1-(7-(8-ethynyl-7-fluoro-3-hydroxynaphthalen-1-yl)-8-fluoro-2-((tetrahydro-1H-pyrrolizin-7a(5H)-yl)methoxy)pyrido[4,3-d]pyrimidin-4-yl)-4,4-dimethylazepan-3-yl)acrylamide